pentanitrate cerium [Ce+3].[N+](=O)([O-])[O-].[N+](=O)(O)[O-].[N+](=O)(O)[O-].[N+](=O)([O-])[O-].[N+](=O)([O-])[O-]